FC1([C@@H](CN(C1)C1COC1)NC1=NN2C(C(=N1)OC)=C(C(=C2)F)C=2C=CC1=C(N(N=N1)C[C@@H](C)F)C2)F N-((R)-4,4-difluoro-1-(oxetan-3-yl)pyrrolidin-3-yl)-6-fluoro-5-(1-((R)-2-fluoropropyl)-1H-benzo[d][1,2,3]triazol-6-yl)-4-methoxypyrrolo[2,1-f][1,2,4]triazin-2-amine